6-methoxy-2H-benzo[b][1,4]Oxazin COC1=CC2=C(OCC=N2)C=C1